zinc disulphide [S-][S-].[Zn+2]